N-(5-propionyl-6-((2,3',5'-trifluoro-[1,1'-biphenyl]-3-yl)methyl)-5-azaspiro[2.4]heptan-7-yl)methanesulfonamide C(CC)(=O)N1CC2(CC2)C(C1CC=1C(=C(C=CC1)C1=CC(=CC(=C1)F)F)F)NS(=O)(=O)C